NC1=C2C(=NC=N1)N(N=C2C=2C(=C1CCN(C1=CC2)C(=O)OC(C)(C)C)F)CCO TERT-BUTYL 5-(4-AMINO-1-(2-HYDROXYETHYL)-1H-PYRAZOLO[3,4-D]PYRIMIDIN-3-YL)-4-FLUOROINDOLINE-1-CARBOXYLATE